CC(CC1=NC(=NO1)C)N1N=CC(=C1)C=1C2=C(N=CN1)NC=C2 4-{1-[1-methyl-2-(3-methyl-1,2,4-oxadiazol-5-yl)ethyl]-1H-pyrazol-4-yl}-7H-pyrrolo[2,3-d]pyrimidine